N-[(1S,2S)-2-(2,4-dichlorophenyl)cyclobutyl]-2-(trifluoromethyl)pyridine-3-carboxamide ClC1=C(C=CC(=C1)Cl)[C@H]1[C@H](CC1)NC(=O)C=1C(=NC=CC1)C(F)(F)F